spiro[(1,3)dioxolane-2,9'-thioxanthene] C1=CC=CC=2SC3=CC=CC=C3C3(C12)OCCO3